CN1C(C(=C(C2=NC(=CC=C12)C)N1CCC2(CC1)CC1=CC=CC=C1C2)C#N)=O 1,6-dimethyl-2-oxo-4-spiro[indan-2,4'-piperidine]-1'-yl-1,5-naphthyridine-3-carbonitrile